[Si](C1=CC=CC=C1)(C1=CC=CC=C1)(C(C)(C)C)OC[C@@H]1CC[C@@]2(CCCN12)CO ((3S,7aS)-3-(((tert-butyldiphenylsilyl)oxy)methyl)tetrahydro-1H-pyrrolizin-7a(5H)-yl)methanol